(6S)-6-{2-Chloro-3-[(6-cyclopropylpyridin-3-yl)amino]-phenyl}-3-[(4S*)-2,2-dimethyl-tetrahydropyran-4-yl]-2-imino-6-methylhexahydropyrimidin-4-one ClC1=C(C=CC=C1NC=1C=NC(=CC1)C1CC1)[C@@]1(CC(N(C(N1)=N)[C@@H]1CC(OCC1)(C)C)=O)C |o1:24|